C(C)N(C=1C(=NN2C1CCC1=CC(=CC=C21)F)C2CCN(CC2)C(=O)OC(C(F)(F)F)CO)CC 1,1,1-trifluoro-3-hydroxypropan-2-yl 4-(3-(diethylamino)-7-fluoro-4,5-dihydropyrazolo[1,5-a]quinolin-2-yl)piperidine-1-carboxylate